C(C)(C)(C)C1=CC(=NC=C1)N1C2=CC=C(C=C2C=2C=CC(=CC12)O)C1=C(C=CC(=C1)C#N)C 9-(4-t-butylpyridin-2-yl)-6-(5-cyano-2-methylphenyl)-2-hydroxycarbazole